NC1=CC=C(C=N1)CN(C(OC(C)(C)C)=O)CC1CCC1 tert-butyl N-[(6-amino-3-pyridyl)methyl]-N-(cyclobutylmethyl)carbamate